zinc orotate dihydrate O.O.C(C1=CC(=O)NC(=O)N1)(=O)[O-].[Zn+2].C(C1=CC(=O)NC(=O)N1)(=O)[O-]